CC1=C(C(=O)OC)C=CC(=C1)C1=NC=C(C=C1)C1=CC=CC=C1 methyl 2-methyl-4-(5-phenylpyridin-2-yl)benzoate